dimethyl 2,6-dimethyl-4-(2-nitrophenyl)-1,4-dihydropyridine-3,5-dicarboxylate CC=1NC(=C(C(C1C(=O)OC)C1=C(C=CC=C1)[N+](=O)[O-])C(=O)OC)C